4-methyl 2-ethylidenesuccinate C(C)=C(C(=O)[O-])CC(=O)OC